The molecule is a homoflavonoid glycoside that is ophioglonin attached to a beta-D-glucopyranosyl residue at position 7 via a glycosidic linkage. It has been isolated from Ophioglossum pedunculosum. It has a role as a metabolite and a plant metabolite. It is a beta-D-glucoside, a homoflavonoid glycoside, a hydroxy homoflavonoid and a monosaccharide derivative. It derives from an ophioglonin. C1C2=C(C=CC(=C2O)O)C3=C(O1)C(=O)C4=C(C=C(C=C4O3)O[C@H]5[C@@H]([C@H]([C@@H]([C@H](O5)CO)O)O)O)O